1-(2-chloro-5,7-dihydro-6H-pyrrolo[3,4-d]pyrimidin-6-yl)ethan-1-one ClC=1N=CC2=C(N1)CN(C2)C(C)=O